C(C)(C)(C)OC(=O)N1C[C@H]([C@@H](CC1)C)C(=O)O Trans-1-[(tert-butoxy)carbonyl]-4-methylpiperidine-3-carboxylic acid